fumaric acid diisopropyl ester C(C)(C)OC(\C=C\C(=O)OC(C)C)=O